COC=1C=C(C=CC1)C1=NN2C(=NC=3C=CC=CC3C2=N1)N[C@@H]1CN(CC1)C (3S)-3-{[2-(3-methoxyphenyl)[1,2,4]triazolo[1,5-c]quinazolin-5-yl]amino}-1-methylpyrrolidin